C(C)(C)OC1(CC1)C(=O)N1CCN(CC1)C=1C=2N(C=C(C1)S(=O)(=O)NC1(CC1)C)C(=NC2)C=2SC(=NN2)C(F)(F)F 8-(4-(1-isopropoxycyclopropane-1-carbonyl)piperazin-1-yl)-N-(1-methylcyclopropyl)-3-(5-(trifluoromethyl)-1,3,4-thiadiazol-2-yl)imidazo[1,5-a]pyridine-6-sulfonamide